C(#N)N1C[C@]2(CC2C1)NC(=O)C=1SC(=CN1)C1=C(C=CC=C1)OC1=CC=CC=C1 N-((1R)-3-cyano-3-azabicyclo[3.1.0]hexan-1-yl)-5-(2-phenoxyphenyl)thiazole-2-carboxamide